3-(5-(1-(imidazo[1,2-a]pyrazin-3-ylmethyl)piperidin-4-yl)-1-oxoisoindolin-2-yl)piperidine-2,6-dione (4-(2-chloroethoxy)phenyl)carbamate ClCCOC1=CC=C(C=C1)NC(O)=O.N=1C=C(N2C1C=NC=C2)CN2CCC(CC2)C=2C=C1CN(C(C1=CC2)=O)C2C(NC(CC2)=O)=O